tert-butyl (1-(4-methoxyphenyl)piperidin-4-yl)carbamate COC1=CC=C(C=C1)N1CCC(CC1)NC(OC(C)(C)C)=O